tert-butyl N-[1-(5-{2',7-di-methyl-1H,2'H-[3,4'-biindazol]-1-yl}pyridin-2-yl)piperidin-4-yl]carbamate CN1N=C2C=CC=C(C2=C1)C1=NN(C2=C(C=CC=C12)C)C=1C=CC(=NC1)N1CCC(CC1)NC(OC(C)(C)C)=O